titanium neopentanoate C(C(C)(C)C)(=O)[O-].[Ti+4].C(C(C)(C)C)(=O)[O-].C(C(C)(C)C)(=O)[O-].C(C(C)(C)C)(=O)[O-]